FC=1C=C(N)C=CC1OC1=CC=NC2=CC(=CN=C12)OCCOC 3-fluoro-4-((7-(2-methoxyethoxy)-1,5-naphthyridin-4-yl)oxy)aniline